NC=1C=C(C=CC1)C1=CC=C(C=C1)C1=CC=C(C=C1)C1=CC(=CC=C1)N 3,3'''-diamino-p-quaterphenyl